NC=1C(=CC(=C(C#N)C1)Cl)OC1C(CCC1)C#C 5-amino-2-chloro-4-((2-ethynylcyclopentyl)oxy)benzonitrile